NC1=C(C=C(C=C1)Cl)C1=CC(N(C=C1OC)C(C(=O)OC)CC1=CC=CC=C1)=O methyl 2-(4-(2-amino-5-chlorophenyl)-5-methoxy-2-oxopyridin-1(2H)-yl)-3-phenylpropionate